C(C)(C)(C)OC(CCC[C@H](C(=O)O)C)=O |r| (±)-6-(tert-butoxy)-2-methyl-6-oxohexanoic acid